C(C)(C)(C)OC(NC(CN1C(=CC2=C1N=CN=C2Cl)C(OCC)OCC)C)=O (1-(4-chloro-6-(diethoxymethyl)-7H-pyrrolo[2,3-d]pyrimidin-7-yl)propan-2-yl)carbamic acid tert-butyl ester